C1(CC(C12CCC2)N)N spiro[3.3]heptane-1,3-diamine